C(C1=CC=CC=C1)NC1=NC(=C2N(C1=O)[C@@H](CC21CCCC1)C(=O)O)Cl (S)-3'-(benzylamino)-1'-chloro-4'-oxo-6',7'-dihydro-4'H-spiro[cyclopentane-1,8'-pyrrolo[1,2-a]pyrazine]-6'-carboxylic acid